O=C1N=CC23C1C(C(CC2)O3)C(=O)O 4-oxo-10-oxa-3-aza-tricyclo[5.2.1.0*1,5*]dec-ene-6-carboxylic acid